FC1=C(CNC2=C3C(N(C(=NC3=CC=C2)C)C2C(NC(CC2)=O)=O)=O)C=CC(=C1)CN1CCSCC1 3-(5-((2-fluoro-4-(thiomorpholinomethyl)benzyl)amino)-2-methyl-4-oxoquinazolin-3(4H)-yl)piperidine-2,6-dione